[3-[3-(2,3-dichlorophenyl)-1H-pyrazolo[3,4-b]pyrazin-6-yl]-7-(2-methylpyrazol-3-yl)-3-azabicyclo[4.1.0]heptan-7-yl]methanamine ClC1=C(C=CC=C1Cl)C1=NNC2=NC(=CN=C21)N2CC1C(C1CC2)(C=2N(N=CC2)C)CN